4-(2-(6-(2-methoxybenzyl)-5-azaspiro[2.4]heptan-5-yl)-6-((4-methoxybenzyl)oxy)pyrimidin-4-yl)morpholine COC1=C(CC2N(CC3(CC3)C2)C2=NC(=CC(=N2)N2CCOCC2)OCC2=CC=C(C=C2)OC)C=CC=C1